C(#N)C1=C(C=C(C(=N1)C1=CC=CC=C1)NC(=O)N[C@H]1[C@@H](CC(C2=CC(=C(C=C12)F)F)(C)C)O)C (6-cyano-5-methyl-2-phenylpyridin-3-yl)-3-((1R,2R)-6,7-difluoro-2-hydroxy-4,4-dimethyl-1,2,3,4-tetrahydronaphthalen-1-yl)urea